IC1=C2C(=NC=C1)N(N=C2C2CN(C2)C(=O)OCC2=CC=CC=C2)C2=CC=C(C=C2)OC(F)(F)F benzyl 3-(4-iodo-1-(4-(trifluoromethoxy)phenyl)-1H-pyrazolo[3,4-b]pyridin-3-yl)azetidine-1-carboxylate